C(C)(C)(C)C1=CC=C(C=C1)N(C(=O)[C@@H]1N(CC[C@H]1F)C#N)C(C(=O)NC1CCCCC1)C=1C=NC=CC1 (2S,3R)-N-(4-tert-butylphenyl)-1-cyano-N-[2-(cyclohexylamino)-2-oxo-1-(3-pyridyl)ethyl]-3-fluoro-pyrrolidine-2-carboxamide